butyl 3-(4-(2-(2,6-dioxopiperidin-3-yl)-1,3-dioxoisoindolin-4-yl)piperazin-1-yl)propanoate O=C1NC(CCC1N1C(C2=CC=CC(=C2C1=O)N1CCN(CC1)CCC(=O)OCCCC)=O)=O